CC1(CNC(C2=CC=C(C=C12)C1=CNC2=NC=C(C=C21)C=2C=NC=CC2)=O)C 4,4-dimethyl-6-(5-(pyridin-3-yl)-1H-pyrrolo[2,3-b]pyridin-3-yl)-3,4-dihydroisoquinolin-1(2H)-one